(4-(2,3-dihydro-1,4-benzodioxin-6-ylsulfonyl)morpholin-2-yl)benzothiophene-2-carboxamide O1CCOC2=C1C=CC(=C2)S(=O)(=O)N2CC(OCC2)C2=C(SC1=C2C=CC=C1)C(=O)N